C(C)(C)(C)OC(=O)N1C(CCCC1)N1N=NC=2C(=NC=3C(=C(C(=CC3C21)C)Br)F)SC (7-bromo-6-fluoro-8-methyl-4-(methylsulfanyl)-1H-[1,2,3]triazolo[4,5-c]quinolin-1-yl)piperidine-1-carboxylic acid tert-butyl ester